FC1(OC2=C(O1)C=CC(=C2)C2=NNC1=NC(=CN=C12)N1C[C@@H]2[C@]([C@@H]2CC1)(C1=NOC(=C1)C)CN)F ((1S,6R,7S)-3-(3-(2,2-difluorobenzo[d][1,3]dioxol-5-yl)-1H-pyrazolo[3,4-b]pyrazin-6-yl)-7-(5-methylisoxazol-3-yl)-3-azabicyclo[4.1.0]heptan-7-yl)methanamine